C1(CC1)C1=C(OC=2CCC3=CN(N=C3C21)CC2=NC=CC=C2)C(=O)OC methyl 8-cyclopropyl-2-[(pyridin-2-yl)methyl]-4,5-dihydro-2H-furo[2,3-g]indazole-7-carboxylate